(R)-3-methyl-4-(9-(methylsulfonyl)-2-(1H-pyrrolo[2,3-b]pyridin-4-yl)-9H-purine-6-yl)morpholine C[C@H]1N(CCOC1)C1=C2N=CN(C2=NC(=N1)C1=C2C(=NC=C1)NC=C2)S(=O)(=O)C